OC(C)(C)C1=CN=NN1[C@H]1[C@@H]([C@H](N(C1)C(=O)OC(C)(C)C)C(=O)OCC1=CC=CC=C1)OC 2-benzyl 1-(tert-butyl) (2S,3R,4R)-4-(5-(2-hydroxypropan-2-yl)-1H-1,2,3-triazol-1-yl)-3-methoxypyrrolidine-1,2-dicarboxylate